N1N=NN=C1N1C2C(CCCC1CC2)NC(=O)C2(CC2)C2=CC=C(C=C2)Cl N-(9-(1H-tetrazol-5-yl)-9-azabicyclo[4.2.1]nonan-2-yl)-1-(4-chlorophenyl)cyclopropane-1-carboxamide